[C@H]12CC(C[C@H](CCC1)N2)OC2=CN=CC(=N2)NC2=NNC(=C2)C(C)C 6-(((1R,3r,5S)-9-azabicyclo[3.3.1]nonan-3-yl)oxy)-N-(5-isopropyl-1H-pyrazol-3-yl)pyrazin-2-amine